2,2-dimethyl-5-propyl-3-nonene CC(C)(C=CC(CCCC)CCC)C